N-[6-[4-[acetyl(cyclopropylmethyl)amino]-3-chloro-phenyl]-3-pyridyl]-2-cyclohexyl-acetamide C(C)(=O)N(C1=C(C=C(C=C1)C1=CC=C(C=N1)NC(CC1CCCCC1)=O)Cl)CC1CC1